NC1=C2C(=NC=N1)N(N=C2C)C(C)C=2C(=C(C(=C(C2)Cl)C)CCC(=O)OC(C)(C)C)OC tert-Butyl 3-{3-[1-(4-amino-3-methyl-1H-pyrazolo[3,4-d]pyrimidin-1-yl)ethyl]-5-chloro-2-methoxy-6-methylphenyl}propanoate